6-Methanesulfinyl-5-trifluoromethyl-1H-benzoimidazol CS(=O)C=1C(=CC2=C(NC=N2)C1)C(F)(F)F